7-bromo-4-(methylsulfanyl)thieno[3,2-d]pyrimidine BrC1=CSC2=C1N=CN=C2SC